3,4-Dinitrobenzoyl chloride [N+](=O)([O-])C=1C=C(C(=O)Cl)C=CC1[N+](=O)[O-]